(Z)-4-((2-(4-((((4-(2-Oxopyrrolidin-1-yl)benzylidene)amino)oxy)methyl)phenyl)-7-phenylimidazo[1,2-a]pyridin-3-yl)amino)benzoic acid O=C1N(CCC1)C1=CC=C(\C=N/OCC2=CC=C(C=C2)C=2N=C3N(C=CC(=C3)C3=CC=CC=C3)C2NC2=CC=C(C(=O)O)C=C2)C=C1